dimethylisobutyl ketone CC(C(C)C)(C)C(=O)C(C(C)C)(C)C